methylpropanoxypropyl-dimethylchlorosilane CC[Si](Cl)(C)CCCOCCC